Cl.Cl.CC(C)C1=NNC=C1N 3-(propan-2-yl)-1H-pyrazol-4-amine dihydrochloride